tert-butyl 3-[3-[(1S,5R)-3-(3-amino-6-chloro-pyridazin-4-yl)-3,8-diazabicyclo[3.2.1]octan-8-yl]phenoxy]azetidine-1-carboxylate NC=1N=NC(=CC1N1C[C@@H]2CC[C@H](C1)N2C=2C=C(OC1CN(C1)C(=O)OC(C)(C)C)C=CC2)Cl